N1N=CC=2CN(CCC21)C(=O)OC(C)(C)C tert-butyl 1,4,6,7-tetrahydropyrazolo[4,3-c]pyridine-5-carboxylate